C(C1=CC=CC=C1)(=O)OCCCCCCCC.C(C1=CC=CC=C1)(=O)OCCCCCCCC.C(C1=CC=CC=C1)(=O)OCCCCCCCC trioctyl tribenzoate